COCCCOC1=C(C(=NC=C1)CSC1=NC2=C(N1)C=CC=C2)C 2-[[4-(3-methoxypropoxy)-3-methylpyridin-2-yl]-methylthio]-1H-benzimidazole